3,3-difluoro-2-((R)-1-hydroxyethyl)azetidine-1-carboxamide FC1(C(N(C1)C(=O)N)[C@@H](C)O)F